tert-butyl 4-(2-chloro-4-hydroxy-phenyl)piperazine-1-carboxylate ClC1=C(C=CC(=C1)O)N1CCN(CC1)C(=O)OC(C)(C)C